5-Aminoallyl-2'-deoxyuridine NC=CCC=1C(NC(N([C@H]2C[C@H](O)[C@@H](CO)O2)C1)=O)=O